5,6-diphenoxy-4,7-bis[5-(2,5-dimethylphenyl)-2-thienyl]benzo[c]-1,2,5-thiadiazole O(C1=CC=CC=C1)C1=C(C=2C(=NSN2)C(=C1OC1=CC=CC=C1)C=1SC(=CC1)C1=C(C=CC(=C1)C)C)C=1SC(=CC1)C1=C(C=CC(=C1)C)C